C(C)(C)(C)C1=C(C(=CC(=C1)C(C)C)C(C)(C)C)O 2,6-di-tert-butyl-4-isopropyl-phenol